7-chlorothieno[2,3-c]pyridin ClC=1N=CC=C2C1SC=C2